diethyl-2-(4-chlorobenzoylamino)-5-(5-nitrothiophene-2-yl)methyleneaminothiophene-3,4-dicarboxylic acid C(C)OC(=O)C=1C(=C(SC1N=CC=1SC(=CC1)[N+](=O)[O-])NC(C1=CC=C(C=C1)Cl)=O)C(=O)OCC